CN(C(N(N=O)CCCl)=O)C1CCCCC1 methylcyclohexylchloroethyl-nitrosourea